5-chloro-4-(difluoromethoxy)-2-((4-fluoro-2-methylphenyl)amino)benzonitrile ClC=1C(=CC(=C(C#N)C1)NC1=C(C=C(C=C1)F)C)OC(F)F